C(N)(O[C@H]1[C@@H]2CN(C[C@@]12C(C)(C)C)C=1C2=C(N=C(N1)OC[C@]13CCCN3C[C@@H](C1)F)C(=C(N=C2)Cl)F)=O Tert-butyl-((1r,5s,6s)-3-(7-chloro-8-fluoro-2-(((2r,7as)-2-fluorohexahydro-1H-pyrrolizin-7a-yl) methoxy) pyrido[4,3-d]pyrimidin-4-yl)-3-azabicyclo[3.1.0]hexane-6-yl) carbamate